FC1(CN(CC1)CCOC=1C=C(C=CC1)CCN)F 2-{3-[2-(3,3-difluoropyrrolidin-1-yl)ethoxy]phenyl}ethan-1-amine